COC(=O)C=1C=NN(C1)C\C(=C\F)\CN.CC1=CC=C(C=C1)S(=O)(=O)NCC1=CC(=CC=C1)C1=CC=NC=2NC(CCC12)=O 4-methyl-N-(3-(7-oxo-5,6,7,8-tetrahydro-1,8-naphthyridin-4-yl)benzyl)benzenesulfonamide Methyl-(E)-1-(2-(aminomethyl)-3-fluoroallyl)-1H-pyrazole-4-carboxylate